tert-butyl (2-{4-[2-chloro-4-(2-methoxyethoxy)phenyl]piperazin-1-yl}ethyl)methylcarbamate ClC1=C(C=CC(=C1)OCCOC)N1CCN(CC1)CCN(C(OC(C)(C)C)=O)C